4-(2-(trifluoromethyl)phenyl)piperidin-1-carboxylic acid FC(C1=C(C=CC=C1)C1CCN(CC1)C(=O)O)(F)F